FC1=C(C=C(C=C1)C(F)(F)F)NC(N)=O 3-[2-fluoro-5-(trifluoromethyl)phenyl]urea